9-(2-Cyclopropylphenyl)-3-methyl-13-(morpholine-4-carbonyl)-16-thia-2,4,5,8-tetraazatetracyclo[8.6.0.02,6.011,15]-hexadeca-1(10),3,5,8,11(15)-pentaene C1(CC1)C1=C(C=CC=C1)C1=NCC2=NN=C(N2C=2SC=3CC(CC3C12)C(=O)N1CCOCC1)C